F[C@@H]1[C@@H](C1)C(=O)NC=1N=C2N(C=C(C=C2)C2=C(C(=CC=C2)F)CO)C1 (1S,2S)-2-fluoro-N-(6-(3-fluoro-2-(hydroxymethyl)phenyl)imidazo[1,2-a]pyridin-2-yl)cyclopropane-1-carboxamide